C(C)(C)(C)P(C1=C(C=CC=C1)C1=C(C=CC=C1)C)C(C)(C)C 2-(di-tert-butyl)phosphino-2'-methylbiphenyl